COC=1C=NC=CC1CCCO 3-(3-methoxypyridin-4-yl)propan-1-ol